[I-].C(=O)C1=CC=[N+](C=C1)C 4-formyl-1-methylpyridin-1-ium iodide